FC(S(=O)(=O)OC1=CC(=CC2=CC=C(C(=C12)F)F)NC(=O)OC(C)(C)C)(F)F 3-((t-butoxycarbonyl)amino)-7,8-difluoronaphthalen-1-yl trifluoromethansulfonate